FC(C1=CC(=NC(=C1)C(F)(F)F)N1[C@@H](CCC1)C(=O)N(C1=CC=CC=C1)C1=CC=CC=C1)(F)F (S)-1-(4,6-bis(trifluoromethyl)pyridin-2-yl)-N,N-diphenylpyrrolidine-2-carboxamide